C(#N)CC(=O)N1C(CC(=CC1)C1=C2C(=NC(=C1)NC(=O)C1CC1)NC=C2)(C)C N-(4-(1-(2-cyanoacetyl)-2,2-dimethyl-1,2,3,6-tetrahydropyridin-4-yl)-1H-pyrrolo[2,3-b]pyridin-6-yl)cyclopropylcarboxamide